1-[1-(3-fluoro-benzyl)-piperidin-4-yl]-4,4-bis-(4-fluoro-phenyl)-imidazolin-2-one FC=1C=C(CN2CCC(CC2)N2C(NC(C2)(C2=CC=C(C=C2)F)C2=CC=C(C=C2)F)=O)C=CC1